BrC1=C(C(=O)OC)C=C(C(=C1)I)NC(=O)C1CCC(CC1)OC1OCCCC1 methyl 2-bromo-4-iodo-5-[(4-tetrahydropyran-2-yloxycyclohexanecarbonyl) amino]benzoate